FC1=CC=C(CCC2=NN=C([Se]2)NC(C2=C(C=NC=C2)C2=C(C=CC=C2)OC)=O)C=C1 N-(5-(4-fluorophenethyl)-1,3,4-selenadiazol-2-yl)-3-(2-methoxyphenyl)isonicotinamide